methyl 3-bromo-1-(2-trimethylsilylethoxymethyl)pyrazolo[3,4-b]pyridine-5-carboxylate BrC1=NN(C2=NC=C(C=C21)C(=O)OC)COCC[Si](C)(C)C